ClC=1C=C2C(=NC(=NC2=C(C1C1=CC=C(C2=C1N=C(S2)N)C(F)(F)F)F)OC[C@H]2N(CCC2)C)N2CCNCC2 4-(6-chloro-8-fluoro-2-(((S)-1-methylpyrrolidin-2-yl)methoxy)-4-(piperazin-1-yl)quinazolin-7-yl)-7-(trifluoromethyl)benzo[d]thiazol-2-amine